4-((1S,3S)-3-butyl-6-methoxy-2-propynoyl-1,2,3,4-tetrahydroisoquinolin-1-yl)-N-cyclobutylbenzenesulfonamide C(CCC)[C@@H]1N([C@H](C2=CC=C(C=C2C1)OC)C1=CC=C(C=C1)S(=O)(=O)NC1CCC1)C(C#C)=O